6-chloro-N-{3-[2-(4-chloro-3-fluorophenoxy)acetamido]bicyclo[1.1.1]pent-1-yl}-4-(4-sulfamoylbenzene-1-sulfonyl)-3,4-dihydro-2H-1,4-benzoxazine-2-carboxamide ClC=1C=CC2=C(N(CC(O2)C(=O)NC23CC(C2)(C3)NC(COC3=CC(=C(C=C3)Cl)F)=O)S(=O)(=O)C3=CC=C(C=C3)S(N)(=O)=O)C1